ClC1=C2C(=C(N=N1)C1=C(O[C@H]3CN(C[C@H]3OC)C(=O)OC(C)(C)C)C=C(C=C1)F)SC=C2 tert-butyl (3S,4R)-3-[2-(4-chlorothieno[2,3-d]pyridazin-7-yl)-5-fluoro-phenoxy]-4-methoxy-pyrrolidine-1-carboxylate